1-(2-bromo-5-methoxy-4-nitrophenyl)piperazine BrC1=C(C=C(C(=C1)[N+](=O)[O-])OC)N1CCNCC1